4,4-dimethyl-1,3-oxazolidin-2-one CC1(NC(OC1)=O)C